C(C)(=O)N1CCC(CC1)(OCC(F)F)C=1CN(C2=C(C(=NC(=C2C1)N[C@H](C)C1=C(C(=CC=C1)C(F)F)F)C)C#CCN(C)C)C (R)-3-(1-acetyl-4-(2,2-difluoroethoxy)piperidin-4-yl)-5-((1-(3-(difluoromethyl)-2-Fluorophenyl)ethyl)amino)-8-(3-(dimethylamino)prop-1-yn-1-yl)-1,7-dimethyl-1,6-naphthyridine